Methyl (R)-4-(5-methoxypicolinamido)-3-oxopentanoate COC=1C=CC(=NC1)C(=O)N[C@@H](C(CC(=O)OC)=O)C